COC([C@H](CC(C)C)N1C(N=C(C(=C1)CCN1CC(C1)F)C(C)C)=O)=O (S)-2-(5-(2-(3-fluoroazetidin-1-yl)ethyl)-4-isopropyl-2-oxopyrimidin-1(2H)-yl)-4-methylpentanoic acid methyl ester